Cl.C(C1=CC=CC=C1)OCCCCCC1=CC=C(C=C1)NC(=O)N1CCNCC1 N-(4-(5-(benzyloxy)pentyl)phenyl)piperazine-1-carboxamide hydrochloride